C(C1=CC=CC=C1)OC1=CC=C(C=C1)C1=CCCCCC1 1-(4-(benzyloxy)phenyl)cyclohept-1-ene